4-[4-[acetyl-(isopropyl)amino]-3-fluoro-phenyl]-N-(3-pyridylmethyl)benzamide C(C)(=O)N(C1=C(C=C(C=C1)C1=CC=C(C(=O)NCC=2C=NC=CC2)C=C1)F)C(C)C